2,6-bis-trimethylstannyl-benzo[1,2-b:4,5-b']Dithiophene-4,8-dicarboxylic acid didodecyl ester C(CCCCCCCCCCC)OC(=O)C=1C2=C(SC(=C2)[Sn](C)(C)C)C(=C2C1SC(=C2)[Sn](C)(C)C)C(=O)OCCCCCCCCCCCC